CN1N=C(C(=C1)C1=C2CCOC(C2=CC(=C1)C(=O)OC)=O)C(F)(F)F Methyl 5-(1-methyl-3-(trifluoromethyl)-1H-pyrazol-4-yl)-1-oxoisochromane-7-carboxylate